N[C@H]1CN(CCC1)C(=O)C1=CC2=C(N(C(=N2)C2=CC=3C(=NC(=CC3)N(S(=O)(=O)C)CC3CCC3)N2CC2CC2)C)C(=C1)OC (R)-N-(2-(5-(3-aminopiperidine-1-carbonyl)-7-methoxy-1-methyl-1H-benzo[d]imidazol-2-yl)-1-(cyclopropylmethyl)-1H-pyrrolo[2,3-b]pyridin-6-yl)-N-(cyclobutylmethyl)methanesulfonamide